C1=CC(=C(C=C1Br)CO)O bromosaligenin